BrC=1C=NN(C1)CC1=C2C=CNC2=CC(=C1OC=1C=CC(=C(C#N)C1)F)F 5-((4-((4-Bromo-1H-pyrazol-1-yl)methyl)-6-fluoro-1H-indol-5-yl)oxy)-2-fluorobenzonitrile